2,4-dimethylthiazolylacrylonitrile CC=1SC(=C(N1)C)C(C#N)=C